[N+](=O)([O-])C1=C(C=CC=C1)S(=O)(=O)C1=NN2C(CNCCC2)=C1 (2-nitrophenyl)sulfonyl-4,6,7,8-tetrahydropyrazolo[1,5-a][1,4]diazepine